ethyl 5-(5-cyclopropylpyrazin-2-yl)-2-methylbenzofuran-3-carboxylate C1(CC1)C=1N=CC(=NC1)C=1C=CC2=C(C(=C(O2)C)C(=O)OCC)C1